(S)-1-(3-Bromo-4-((2-bromo-[1,1'-biphenyl]-3-yl)methoxy)benzyl)piperidine BrC=1C=C(CN2CCCCC2)C=CC1OCC=1C(=C(C=CC1)C1=CC=CC=C1)Br